[N+](=O)([O-])C=1C=C(C=CC1)C1=CC(=NO1)NC=1C=C2C=NN(C2=CC1)C1OCCCC1 5-(3-nitrophenyl)-N-(1-(tetrahydro-2H-pyran-2-yl)-1H-indazol-5-yl)isoxazol-3-amine